CC1=CC=C(S1)CCO 2-(5-methyl-2-thienyl)ethanol